8-bromooctyl pentadecan-8-yl carbonate C(OCCCCCCCCBr)(OC(CCCCCCC)CCCCCCC)=O